CS(=O)(=O)NC(=O)C1=CC=C2CN(C(C2=C1)=O)C=1C=C(C=CC1)C1=CC=CC=C1 3-(6-Methanesulfonylaminocarbonyl-1-oxo-1,3-dihydroisoindol-2-yl)biphenyl